CC=1N=NN(C1CN1N=CC(=C1)[N+](=O)[O-])CC(F)(F)F 4-methyl-5-[(4-nitropyrazol-1-yl)methyl]-1-(2,2,2-trifluoroethyl)triazole